1,2-dihydroxybutane OCC(CC)O